3-{[1-(4,5-Dimethyl-1,3-thiazol-2-yl)ethyl]oxy}-5-(4,4,5,5-tetramethyl-1,3,2-dioxaborolan-2-yl)pyridin-2-amine CC=1N=C(SC1C)C(C)OC=1C(=NC=C(C1)B1OC(C(O1)(C)C)(C)C)N